6-hydroxybenzo[d]oxazole OC1=CC2=C(N=CO2)C=C1